N(=[N+]=[N-])C[C@H]([C@H](C(=O)OC)NC(=O)OCC1=CC=CC=C1)O methyl (2r,3r)-4-azido-2-(((benzyloxy) carbonyl) amino)-3-hydroxybutyrate